3-(4-(azetidin-3-yloxy)-1-oxoisoindolin-2-yl)piperidine-2,6-dione hydrochloride Cl.N1CC(C1)OC1=C2CN(C(C2=CC=C1)=O)C1C(NC(CC1)=O)=O